O=C1C(=C2C(=NN1)[C@@H](CC2)NC([C@H](C)NC2CCN(CC2)C2=NC=C(C=N2)C(F)(F)F)=O)C(F)(F)F (S)-N-((R)-3-oxo-4-(trifluoromethyl)-3,5,6,7-tetrahydro-2H-cyclopenta[c]pyridazin-7-yl)-2-((1-(5-(trifluoromethyl)pyrimidin-2-yl)piperidin-4-yl)amino)propanamide